NC1=NC=2C=C(C=CC2C2=C1N=C(N2CC(CO)(C)CO)CCCC)CCCN2CCN(CC2)C(=O)OCCOCCOCCN 2-(2-(2-aminoethoxy)ethoxy)ethyl 4-(3-(4-amino-2-butyl-1-(3-hydroxy-2-(hydroxymethyl)-2-methylpropyl)-1H-imidazo[4,5-c]quinolin-7-yl)propyl)piperazine-1-carboxylate